NC1=CC=CC(=N1)S(=O)(=O)NC(=O)C=1C=CC(=NC1N1C(C[C@@H](C1)C)(C)C)C1=CCCNC1 5-[5-[(6-Amino-2-pyridyl)sulfonylcarbamoyl]-6-[(4S)-2,2,4-trimethylpyrrolidin-1-yl]-2-pyridyl]-3,6-dihydro-2H-pyridin